3-(4-{2-[(7R)-4-(4-amino-3-methoxybenzoyl)-1,4-oxazepan-7-yl]ethynyl}-1-oxo-3H-isoindol-2-yl)piperidine-2,6-dione NC1=C(C=C(C(=O)N2CCO[C@H](CC2)C#CC2=C3CN(C(C3=CC=C2)=O)C2C(NC(CC2)=O)=O)C=C1)OC